C1(CC1)C(C#C)(O)C1=NC=CC=C1 1-cyclopropyl-1-(pyridin-2-yl)prop-2-yn-1-ol